FC=1C=CC(=C(C(=O)N(C(C)C)C(C)C)C1)N1C=C(C=2C1=CN=CC2)C(=O)C2CN(C2)C(=O)[C@H]2N[C@@H]1C[C@@H]([C@H]2C1)F 5-Fluoro-2-(3-(1-((1S,3S,4S,5S)-5-fluoro-2-azabicyclo[2.2.1]heptane-3-carbonyl)azetidine-3-carbonyl)-1H-pyrrolo[2,3-c]pyridin-1-yl)-N,N-diisopropylbenzamide